COC(=O)[C@@]1(C[C@H]2[C@@H](CC(N2)=O)C1)CC1=CC(=C(C=C1)F)C1=NC=C(C=N1)F (3AR,5R,6aS)-5-(4-fluoro-3-(5-fluoropyrimidin-2-yl)benzyl)-2-oxohexahydro-2H-cyclopenta[d]Azole-5-carboxylic acid methyl ester